CC(C)(C)C1(CCCCC1)O t-butylcyclohexanol